3-ethylbenzthiazolinesulfonic acid CCN1C(SC2=CC=CC=C21)S(=O)(=O)O